8-methoxy-2,2-dimethylchroman COC=1C=CC=C2CCC(OC12)(C)C